C[Si](OCC)(OCC)CCCNCCN methyl-N-(beta-aminoethyl)-gamma-aminopropyl-diethoxysilane